ClC=1C(=C(C=CC1)NC1=C(NC2=C1C(NC[C@H]2C[C@H]2OCC2)=O)C2=C(C=NC=C2)F)OC (7R)-3-[(3-chloro-2-methoxyphenyl)amino]-2-(3-fluoropyridin-4-yl)-7-[(2R)-oxetan-2-ylmethyl]-1H,5H,6H,7H-pyrrolo[3,2-c]pyridin-4-one